COC(=O)C=1N=C(OC1)C1=CC=C(C=C1)I 2-(4-iodophenyl)oxazole-4-carboxylic acid methyl ester